(R)-2-((6-fluoro-2-methylpyridin-3-yl)oxy)-N,4-dimethyl-N-(3-(S-methylsulfonimidoyl)phenyl)-5-(trifluoromethyl)nicotinamide FC1=CC=C(C(=N1)C)OC1=C(C(=O)N(C2=CC(=CC=C2)[S@@](=O)(=N)C)C)C(=C(C=N1)C(F)(F)F)C